C(C)(C)(C)OC(NC1=CC(=C(C(=C1)C#N)C(F)(F)F)Br)=O (3-bromo-5-cyano-4-(trifluoromethyl)phenyl)carbamic acid tert-butyl ester